CC(=CCCC1CC2=C(C3=CC=C(C=C3C(=C2CC1)OC1=CC=CC=C1)Cl)OC(C=C)=O)C 2-(4-methyl-3-pentenyl)-6-chloro-9-acryloyloxy-10-phenoxy-1,2,3,4-tetrahydroanthracene